(1R,2R)-2-(1H-Imidazol-4-yl)-1-methyl-propylamine N1C=NC(=C1)[C@@H]([C@@H](C)N)C